2,2,2-trifluoro-1-[6-(trifluoromethyl)-3,4-dihydroisoquinoline-2(1H)-yl]Ethane-1-one FC(C(=O)N1CC2=CC=C(C=C2CC1)C(F)(F)F)(F)F